O1C(=NC2=C1C=CC=C2)N2N=CC1=CC=C(C=C21)OC2C=1C=CC(=CC1CCC2)C#N 5-((1-(Benzo[d]oxazol-2-yl)-1H-indazol-6-yl)oxy)-5,6,7,8-tetrahydronaphthalene-2-carbonitrile